2-amino-5-chloro-benzoic acid NC1=C(C(=O)O)C=C(C=C1)Cl